COC1=C(C(=O)NCC(F)(F)F)C(=CC(=C1)C1=CN=C2N1C=CC(=C2)C=2C=NNC2)OC 2,6-dimethoxy-4-[7-(1H-pyrazol-4-yl)imidazo[1,2-a]pyridin-3-yl]-N-(2,2,2-trifluoroethyl)benzamide